Cl.C1(=CC=CC=C1)P(CC[NH2+]CCP(C1=CC=CC=C1)C1=CC=CC=C1)C1=CC=CC=C1 bis[2-(diphenylphosphino)ethyl]ammonium hydrochloride